(3S)-1-(4-{[4-(2,3-dimethylpyrrolidin-1-yl)-5-(trifluoromethyl)pyrimidine-2-yl]amino}phenyl)piperidin-3-ol CC1N(CCC1C)C1=NC(=NC=C1C(F)(F)F)NC1=CC=C(C=C1)N1C[C@H](CCC1)O